Cl.C(C1=CC=CC=C1)OC([C@H](C(C)C)N)=O (2S)-2-amino-3-methyl-butanoic acid benzyl ester hydrogen chloride